CC=1C(=C2C=NNC2=CC1)C=1C=CC=2N(C1)N=NC2C(=O)NC=2C(=NC=C(C2)NC(CN2[C@H](CCC2)C)=O)C 6-(5-methyl-1H-indazol-4-yl)-N-[2-methyl-5-[[2-[(2S)-2-methylpyrrolidin-1-yl]acetyl]amino]-3-pyridyl]triazolo[1,5-a]pyridine-3-carboxamide